CC1(OB(OC1(C)C)C=1C=NN(C1)C(C)C=1C=NC=CC1)C 3-(1-(4-(4,4,5,5-tetramethyl-1,3,2-dioxaborolan-2-yl)-1H-pyrazol-1-yl)ethyl)pyridine